(S)-3-((tert-butyldimethylsilyl) oxy)-2-methylpropyl methylsulfonate CS(=O)(=O)OC[C@H](CO[Si](C)(C)C(C)(C)C)C